The molecule is a palmitate ester resulting from the formal condensation of palmitic acid with dodecan-1-ol. It is A wax ester synthesised by retinal pigment epithelial membranes. It has a role as a metabolite. It is a wax ester and a hexadecanoate ester. It derives from a dodecan-1-ol. CCCCCCCCCCCCCCCC(=O)OCCCCCCCCCCCC